8-[(1S,2S,4R)-bicyclo[2.2.1]hept-2-yl]-2-(methylsulfanyl)pyrido[2,3-d]pyrimidin-7-one [C@H]12[C@H](C[C@H](CC1)C2)N2C(C=CC1=C2N=C(N=C1)SC)=O